6-(1-Isopropyl-1H-pyrazol-3-yl)-N-(2-methoxyethyl)-5-methyl-2-(1-methyl-1H-imidazol-2-yl)thieno[2,3-d]pyrimidin-4-amine C(C)(C)N1N=C(C=C1)C1=C(C2=C(N=C(N=C2NCCOC)C=2N(C=CN2)C)S1)C